N1(C=NC=C1)C1=CC=C(C=C1)C1=CC=C(C=C1)N1C=NC=C1 4,4'-di(1H-imidazole-1-yl)-1,1'-biphenyl